(3-(piperidin-1-ylsulfonyl)phenyl)boronic acid N1(CCCCC1)S(=O)(=O)C=1C=C(C=CC1)B(O)O